BrC1=C(C(=C(N)C=C1)Cl)Cl 4-bromo-2,3-dichloro-aniline